C(#N)C1=CC=C(C=C1)S(=O)(=O)C(C)(F)C1CCN(CC1)C(=O)NC=1C=NC(=CC1)F 4-(1-((4-cyanophenyl)sulfonyl)-1-fluoroethyl)-N-(6-fluoro-pyridin-3-yl)piperidine-1-carboxamide